CC1(CCOCC1)NC1=NC=C2N=C(N(C2=N1)C1CCC(CC1)C(=O)N)NC1=C(C=C(C=C1F)F)F (1s,4s)-4-(2-(4-methyltetrahydro-2H-pyran-4-ylamino)-8-(2,4,6-trifluorophenylamino)-9H-purin-9-yl)cyclohexanecarboxamide